FC1=C(C(=O)N[C@H](C(=O)O)CC2=C3C=CC=NC3=C(C=C2)C=2N=CC3=CC=CC=C3C2C(F)(F)F)C(=CC=C1)F (S)-2-(2,6-difluorobenzoylamino)-3-(8-(4-(trifluoromethyl)isoquinolin-3-yl)quinolin-5-yl)propionic acid